OC1=C(OC2=CC(=C(C=C2C1=O)OC)OC)C1=CC2=CC=CC=C2C=C1 3-hydroxy-6,7-dimethoxy-2-(naphthalen-2-yl)-4H-chromen-4-one